N-[4-(2,3-dihydro-1H-indol-4-yl)-7-methoxy-1H-1,3-benzodiazol-2-yl]-4-hydroxy-4-methylpiperidine-1-carboxamide N1CCC2=C(C=CC=C12)C1=CC=C(C=2NC(=NC21)NC(=O)N2CCC(CC2)(C)O)OC